Cl.ClC=1C=C(C(=O)C2CCNCC2)C=CC1 4-(3-chlorobenzoyl)piperidine hydrochloride